1-(1,4,5-triphenyl-1H-imidazole-2-yl)naphthalen-2-ol C1(=CC=CC=C1)N1C(=NC(=C1C1=CC=CC=C1)C1=CC=CC=C1)C1=C(C=CC2=CC=CC=C12)O